(4S,7R)-N-(2,4-difluorobenzyl)-4-fluoro-12-hydroxy-1,11-dioxo-1,4,5,6,7,11-hexahydro-3H-2,7-methanopyrido[1,2-a][1,4]diazonine-10-carboxamide FC1=C(CNC(=O)C=2C(C(=C3N([C@@H]4CC[C@@H](CN(C3=O)C4)F)C2)O)=O)C=CC(=C1)F